N-[4-[(6,7-dimethoxy-1,5-naphthyridin-4-yl)oxy]phenyl]-6-methyl-7-(4-methylthiophen-2-yl)-8-oxo-3,4-dihydro-1H-pyrido[2,1-c][1,4]oxazine-9-carboxamide COC=1N=C2C(=CC=NC2=CC1OC)OC1=CC=C(C=C1)NC(=O)C=1C(C(=C(N2C1COCC2)C)C=2SC=C(C2)C)=O